methyl-dihydroxyfumaric acid CO/C(/C(=O)O)=C(\C(=O)O)/O